ClC=1N=C(C2=C(N1)N(C=C2C2CC2)COCC[Si](C)(C)C)N[C@@H]2CC[C@@H](N(C2)C(=O)OCC2=CC=CC=C2)C benzyl (2S,5R)-5-((2-chloro-5-cyclopropyl-7-((2-(trimethylsilyl) ethoxy) methyl)-7H-pyrrolo[2,3-d]pyrimidin-4-yl) amino)-2-methylpiperidine-1-carboxylate